C1(CC1)OC=1NC(=NN1)C=1C(=CC(=C(C1)NC(=O)C=1C=NN2C1C=CC=C2)C)F N-[5-(5-Cyclopropyloxy-4H-1,2,4-triazol-3-yl)-4-fluoro-2-methylphenyl]pyrazolo[1,5-a]pyridine-3-carboxamide